OC1=C(C(=O)C2=C(C=C(C(=C2)OC)OC)Br)C=C(C=C1)Br 2-hydroxy-5,2'-dibromo-4',5'-dimethoxybenzophenone